NC1=C(C(=NC(=N1)N1CCC2(CC1)C(C=1C(=NC=CC1)C2)=O)C#N)C2=C(C(=CC=C2)Cl)Cl 6-amino-5-(2,3-dichlorophenyl)-2-(5-oxo-5,7-dihydrospiro[cyclopenta[b]pyridine-6,4'-piperidin]-1'-yl)pyrimidine-4-carbonitrile